C=1N=CN2C1C1=CC=CC=C1[C@H]2C(O)C2=CC=NC=C2 ((S)-5H-imidazo[5,1-a]isoindol-5-yl)(pyridin-4-yl)methanol